CC=1C=C2C(C=C(OC2=C(C1)[C@@H](C)NC1=C(C(=O)OC(C)(C)C)C=CC=C1)C1=NC(=CC=C1)C)=O tert-butyl (R)-2-((1-(6-methyl-2-(6-methylpyridin-2-yl)-4-oxo-4H-chromen-8-yl)ethyl)amino)benzoate